CN1CCC(CC1)NC=1C=CC=2C3=C(C=NC2C1)OC(=C3)C#N 7-((1-methylpiperidin-4-yl)amino)furo[2,3-c]quinoline-2-carbonitrile